OC(C[C@H](N)C(=O)O)C(=O)O 4-hydroxy-glutamic acid